C(\C=C\C(=O)O)(=O)O.C(C)OC([C@@H](C)N[P@](=O)(OCC1=CC=CC=C1)COCCN1C2=NC(=NC(=C2N=C1)OC)N)=O (R,R)-ethyl-2-((((2-(2-amino-6-methoxy-9H-purin-9-yl)-ethoxy)-methyl) (benzyloxy)-phosphoryl)-amino)-propionate monofumarate